NCC1=CC=C(C=C1)NC=1C=NC(=NC1)N1CC2(C1)CCCC2 N-(4-(aminomethyl)phenyl)-2-(2-azaspiro[3.4]oct-2-yl)pyrimidin-5-amine